6-[4-(5-{[(3S,4R)-4-(2,6-difluoro-4-methoxyphenyl)-2-oxopyrrolidin-3-yl]amino}-1,3,4-oxadiazol-2-yl)phenoxy]pyridine-3-carbonitrile FC1=C(C(=CC(=C1)OC)F)[C@H]1[C@@H](C(NC1)=O)NC1=NN=C(O1)C1=CC=C(OC2=CC=C(C=N2)C#N)C=C1